C(C)(C)(C)OC(=O)N1CCC(CC1)CN1CCC2(CC(C2)N2CCN(CC2)C2=NC=CC(=N2)COC2=CC=C(C=C2)C(C)(C)C2=CC(=CC(=C2)C#N)Cl)CC1 4-((2-(4-(4-((4-(2-(3-chloro-5-cyanophenyl)prop-2-yl)phenoxy)methyl)pyrimidine-2-yl)piperazin-1-yl)-7-azaspiro[3.5]nonan-7-yl)methyl)piperidine-1-carboxylic acid tert-butyl ester